1-{5-[4-(azetidin-3-yl)piperidine-1-carbonyl]-2-chlorophenyl}-1,3-diazacyclohexane-2,4-dione N1CC(C1)C1CCN(CC1)C(=O)C=1C=CC(=C(C1)N1C(NC(CC1)=O)=O)Cl